(3R)-3-amino-7-[5-[1-amino-2,2,2-trifluoro-1-(4-fluorophenyl)ethyl]-1,2,4-oxadiazol-3-yl]-5-[(4-chlorophenyl)methyl]-8-fluoro-1,1-dioxo-2,3-dihydro-1λ6,5-benzothiazepin-4-one N[C@H]1CS(C2=C(N(C1=O)CC1=CC=C(C=C1)Cl)C=C(C(=C2)F)C2=NOC(=N2)C(C(F)(F)F)(C2=CC=C(C=C2)F)N)(=O)=O